6-(2-amino-5-(4-(4-ethylmorpholin-3-yl)phenyl)pyridin-3-yl)-3,4-dihydroisoquinolin-1(2H)-one NC1=NC=C(C=C1C=1C=C2CCNC(C2=CC1)=O)C1=CC=C(C=C1)C1N(CCOC1)CC